2-(5-((1S,2S)-6-hydroxy-2-phenyl-1,2,3,4-tetrahydronaphthalen-1-yl)pyridin-2-yl)-2-azaspiro[3.5]nonane-7-carbaldehyde OC=1C=C2CC[C@@H]([C@@H](C2=CC1)C=1C=CC(=NC1)N1CC2(C1)CCC(CC2)C=O)C2=CC=CC=C2